3-fluoro-2-(3-(5-(3-hydroxypropoxy)-6-(4-methylpiperazin-1-yl)pyridin-3-yl)-1-tosyl-1H-pyrazolo[3,4-c]pyridin-5-yl)phenol FC=1C(=C(C=CC1)O)C=1C=C2C(=CN1)N(N=C2C=2C=NC(=C(C2)OCCCO)N2CCN(CC2)C)S(=O)(=O)C2=CC=C(C)C=C2